tert-butyl N-[4-[(4-iodo-N-methyl-anilino)methyl]cyclohexyl]carbamate IC1=CC=C(N(C)CC2CCC(CC2)NC(OC(C)(C)C)=O)C=C1